tert-butyl (S)-1-(((R)-tert-butylsulfinyl) amino)-4-methoxy-1,3-dihydrospiro[indene-2,4'-piperidine]-1'-carboxylate C(C)(C)(C)[S@@](=O)N[C@@H]1C2=CC=CC(=C2CC12CCN(CC2)C(=O)OC(C)(C)C)OC